C(CCCCC)(=O)OCCCCCCCC n-Octyl caproate